C12(CC3CC(CC(C1)C3)C2)NCCCCCCCNC2=C3CN(C(C3=CC=C2F)=O)C2CNCCC2 3-(4-((7-((adamantan-1-yl)amino)heptyl)amino)-5-fluoro-1-oxoisoindolin-2-yl)piperidine